(2-methyl-2H-1,2,3-triazol-4-yl)phenol CN1N=CC(=N1)C1=C(C=CC=C1)O